6-(2H-benzotriazol-2-yl)-4-tert-octyl-6'-tert-butyl-4'-methyl-2,2'-methylenebisphenol N=1N(N=C2C1C=CC=C2)C2=CC(=CC(=C2O)CC2=C(C(=CC(=C2)C)C(C)(C)C)O)C(C)(C)CC(C)(C)C